FC(C=1C=NC(=NC1)N1CCC(CC1)C(=O)N1CC(C1)CC(=O)O)(F)F 2-(1-(1-(5-trifluoromethyl-pyrimidin-2-yl)piperidine-4-carbonyl)azetidin-3-yl)acetic acid